4-benzylidene-2-(3-chlorostyryl)oxazol-5(4H)-one C(C1=CC=CC=C1)=C1N=C(OC1=O)C=CC1=CC(=CC=C1)Cl